2-(4-(2-chloro-5-nitropyridin-4-yl)morpholin-3-yl)ethane-1-ol ClC1=NC=C(C(=C1)N1C(COCC1)CCO)[N+](=O)[O-]